S1NC=CC1 2,5-dihydroisothiazole